C(C)N(CC(CC(C(C)C)N1CC2(C1)CN(CC2)C=2N=CN=NC2OC2=C(C(=O)N(C(C)C)CC)C=C(C=C2)F)O)CC 2-((5-(2-(6-(diethylamino)-5-hydroxy-2-methylhexan-3-yl)-2,6-diazaspiro[3.4]oct-6-yl)-1,2,4-triazin-6-yl)oxy)-N-ethyl-5-fluoro-N-isopropylbenzamide